Cl.NC[C@H]1OCCN(C1)C1=C(C(=C(C(=N1)S[C@@H](C(=O)N)C1=CC=CC=C1)C#N)CC)C#N (R)-2-((6-((R)-2-(aminomethyl)morpholino)-3,5-dicyano-4-ethylpyridin-2-yl)thio)-2-phenylacetamide, Hydrochloride